[Cl-].C(CCCCCCCCCCCCC)[N+](C)(C)CCC myristyl-propyl-dimethyl-ammonium chloride